2-nitro-phosphoryl-oxybenzyl alcohol [N+](=O)([O-])C1=C(C(OP(=O)(O)O)O)C=CC=C1